N-methylisopropylamine CNC(C)C